S1C(=NC=C1)C1=NC(=NC=N1)N1CCC(CC1)C(=O)O 1-(4-thiazol-2-yl-1,3,5-triazin-2-yl)piperidine-4-carboxylic acid